2-[[5-(4-chloro-2-fluoro-phenyl)-3-methyl-triazol-4-yl]methyl]-5-(5-chloro-6-methoxy-3-pyridinyl)pyridazin-3-one ClC1=CC(=C(C=C1)C1=C(N(N=N1)C)CN1N=CC(=CC1=O)C=1C=NC(=C(C1)Cl)OC)F